N=1C=CN2C(NC=CC21)=O 6H-imidazo[1,2-c]Pyrimidin-5-one